(S)-2-((((9H-fluoren-9-yl)methoxy)-carbonyl)-(methyl)amino)-4-(tert-butoxy)-4-oxobutanoic acid C1=CC=CC=2C3=CC=CC=C3C(C12)COC(=O)N([C@H](C(=O)O)CC(=O)OC(C)(C)C)C